NC1=NC2=CC(=CC=C2C=C1F)CN(C(=O)C=1C=NC(=CC1)C#N)C1=C(C=CC=C1)S(=O)(=O)C N-[(2-amino-3-fluoroquinolin-7-yl)methyl]-6-cyano-N-(2-methanesulfonylphenyl)pyridine-3-carboxamide